2,2',7,7'-tetrakis[N,N-di(4-methoxyphenyl)amino]-9,9'-spirobifluorene tert-Butyl-2-(((1r,4r)-4-(aminomethyl)cyclohexyl)methoxy)acetate C(C)(C)(C)OC(COCC1CCC(CC1)CN)=O.COC1=CC=C(C=C1)N(C1=CC=C(C=C1)OC)C1=CC=2C3(C4=CC(=CC=C4C2C=C1)N(C1=CC=C(C=C1)OC)C1=CC=C(C=C1)OC)C1=CC(=CC=C1C=1C=CC(=CC13)N(C1=CC=C(C=C1)OC)C1=CC=C(C=C1)OC)N(C1=CC=C(C=C1)OC)C1=CC=C(C=C1)OC